4-[(1S,2S,7S,11S,15R)-5-hydroxy-2,15-dimethyl-9,16-dioxotetracyclo[8.7.0.02,7.011,15]heptadecan-14-yl]pentanoic acid OC1CC[C@@]2([C@H]3CC([C@@]4(C(CC[C@H]4C3C(C[C@@H]2C1)=O)C(CCC(=O)O)C)C)=O)C